BrC1=NC=C(C=C1)C=1C2=CC=CC=C2C(=C2C=CC=CC12)C=1C2=CC=CC=C2C=2C=CC=CC2C1 2-bromo-5-(10-(phenanthren-9-yl)anthracen-9-yl)pyridine